[Ni](Cl)Cl.C(OC)COC glyme nickel(II) chloride